C(#N)C1(CCC1)C(=O)N1[C@H]([C@H](CC1)NC(C(=O)N(C)C)=O)CC=1C=C(C=CC1)C1=CC(=CC=C1)F N~2~-{(2S,3S)-1-(1-cyanocyclobutane-1-carbonyl)-2-[(3'-fluoro[1,1'-biphenyl]-3-yl)methyl]pyrrolidin-3-yl}-N~1~,N~1~-dimethylethanediamide